CN(CCN(C=O)C1(CCCCC1)NC(CCCC1=CC=C(C=C1)CC1=C(C=CC(=C1)[C@@H]1O[C@@H]([C@H]([C@@H]([C@H]1OCC1=CC=CC=C1)OCC1=CC=CC=C1)OCC1=CC=CC=C1)CC)C)=O)C N-(2-dimethylaminoethyl)-1-[4-[4-[[2-methyl-5-[(2S,3S,4S,5R,6R)-3,4,5-tribenzyloxy-6-ethyl-tetrahydropyran-2-yl]phenyl]methyl]phenyl]butyrylamino]cyclohexyl-formamide